C12(C(CCCC1)O2)C(=O)[O-] monoepoxycyclohexanecarboxylate